2-chloro-6-(ethylsulfanyl)-4-[3-methyl-1-(4-methyl-1,2,4-triazol-3-yl)cyclobutyl]pyridine ClC1=NC(=CC(=C1)C1(CC(C1)C)C1=NN=CN1C)SCC